ClC1=C(C=C(O[C@H](C(=O)NOC)C)C=C1)F (2S)-2-(4-chloro-3-fluorophenoxy)-N-methoxypropanamide